NC1=C(C(=NN1[C@@H]1CN(CC1)C(=O)OC(C)(C)C)Br)C#N tert-Butyl (S)-3-(5-amino-3-bromo-4-cyano-1H-pyrazol-1-yl)pyrrolidine-1-carboxylate